CC1=CC=C2C=NNC2=C1C1=CC(=NC=N1)N1CC2(CN(C2)C(C=C)=O)CC1 1-(6-(6-(6-methyl-1H-indazol-7-yl)pyrimidin-4-yl)-2,6-diazaspiro[3.4]octan-2-yl)prop-2-en-1-one